(2S)-5-oxo-pentanoic acid O=CCCCC(=O)O